1-[5-chloro-3-(4-chlorophenyl)-2-(6-cyano-3-pyridinyl)pyrazolo[1,5-a]pyrimidin-7-yl]-3-methyl-azetidine-3-carboxamide ClC1=NC=2N(C(=C1)N1CC(C1)(C(=O)N)C)N=C(C2C2=CC=C(C=C2)Cl)C=2C=NC(=CC2)C#N